Ethyl 2-(5-cyclopropyl-6-(4-fluorobenzyl)picolinamido)-2-ethyl-4-(2-((7-nitrobenzo[c][1,2,5]oxadiazol-4-yl)amino)ethoxy)butanoate C1(CC1)C=1C=CC(=NC1CC1=CC=C(C=C1)F)C(=O)NC(C(=O)OCC)(CCOCCNC1=CC=C(C2=NON=C21)[N+](=O)[O-])CC